C(C)(C)(C)OC(NCCC(=O)NCCC=1N=CNC1)=O (3-((2-(1H-imidazol-4-yl)ethyl)amino)-3-oxopropyl)carbamic acid tert-butyl ester